CC(C(=O)OCN1C(CCCC1=O)=O)(C)C 2,6-dioxopiperidin-1-ylmethyl 2,2-dimethylpropionate